[N+](=O)([O-])C=1C=CC(=C(C1)O)C1=NN=NN1 5-nitro-2-(1H-tetrazol-5-yl)phenol